ClC1=C(C(=NC(=N1)C1=CC=NC=C1)F)C(F)(F)F 6-chloro-4-fluoro-2-(4-pyridyl)-5-trifluoromethylpyrimidine